3'-[(3-chloro-2-methoxyphenyl)amino]-2'-(3-fluoropyridin-4-yl)-5',6'-dihydro-1'H-spiro[oxacyclohexane-4,7'-pyrrolo[3,2-c]pyridin]-4'-one ClC=1C(=C(C=CC1)NC1=C(NC2=C1C(NCC21CCOCC1)=O)C1=C(C=NC=C1)F)OC